CC(=O)N[C@@H]1[C@H](C[C@@](O[C@H]1[C@@H]([C@@H](CO)O)O)(C(=O)O)O[C@@H]2[C@H]([C@@H](O[C@@H]([C@@H]2O[C@H]3[C@@H]([C@H]([C@H]([C@H](O3)CO)O)O)NC(=O)C)CO)O[C@@H]4[C@H](O[C@H]([C@@H]([C@H]4O)NC(=O)C)O[C@H]5[C@H]([C@H](OC([C@@H]5O)O)CO)O)CO)O)O The molecule is a branched amino pentasaccharide consisting of beta-galactosyl-(1->4)-N-acetyl-beta-D-glucosaminyl-(1->3)-D-galactose in which the galactosyl residue at the non-reducing end has alpha-sialyl and N-acetyl-beta-D-glucosaminyl residues attached via glycosidic linkages at positions 3 and 4 respectively. Corresponds to the Sda + pentasaccharide from Tamm-Horsfall glycoprotein. It is an amino pentasaccharide, a glucosamine oligosaccharide and a galactosamine oligosaccharide.